tert-butyl (2R)-4-[4-(2,6-dibenzyloxy-3-pyridyl)-3-fluoro-phenyl]-2-(methoxymethyl)piperazine-1-carboxylate C(C1=CC=CC=C1)OC1=NC(=CC=C1C1=C(C=C(C=C1)N1C[C@@H](N(CC1)C(=O)OC(C)(C)C)COC)F)OCC1=CC=CC=C1